N1N=C(C=C1)N1N=CC=2C1=NC(=C1C2N(CC1)S(=O)(=O)C(F)(F)F)N1[C@@H](COCC1)C (R)-4-(6-(1H-pyrazol-3-yl)-1-((trifluoromethyl)sulfonyl)-1,2,3,6-tetrahydropyrazolo[3,4-b]pyrrolo[2,3-d]pyridin-4-yl)-3-methylmorpholine